C[Si](OCC)(OCC)C dimethyldiethoxysilane